iron-nickel-boron [B].[Ni].[Fe]